C1(=CC=C(C=C1)C1=CC(=C(C2=CC=CC=C12)N)[N+](=O)[O-])C1=CC=CC=C1 4-([1,1'-biphenyl]-4-yl)-2-nitronaphthalen-1-amine